CC1=C2C=CC(=CC2=CC=C1C)C(=O)O 5,6-dimethyl-2-naphthoic acid